4-methyl-1λ2-pyrazole CC=1C=N[N]C1